3-chloro-5-fluoro-N-[[2,2,6,6-tetradeuterio-1-[2-oxo-2-[(2,2,2-trideuterio-1,1-dimethyl-ethyl)amino]ethyl]-4-piperidyl]methyl]benzamide ClC=1C=C(C(=O)NCC2CC(N(C(C2)([2H])[2H])CC(NC(C([2H])([2H])[2H])(C)C)=O)([2H])[2H])C=C(C1)F